N-[3-(3-aminoquinoxalin-6-yl)phenyl]prop-2-enamide NC=1C=NC2=CC=C(C=C2N1)C=1C=C(C=CC1)NC(C=C)=O